S-((8-methoxy-4-oxo-3,4-dihydroquinazolin-2-yl) methyl) thioacetate C(C)(=O)SCC1=NC2=C(C=CC=C2C(N1)=O)OC